OC1=C(C=CC(=C1)OCC(COCCCC)O)C1=NC(=NC(=N1)C1=C(C=C(C=C1)OCC(COCCCC)O)O)C1=C(C=C(C=C1)OCC(COCCCC)O)O 2,4,6-tris[2-hydroxy-4-(3-butoxy-2-hydroxypropyloxy)phenyl]-1,3,5-triazine